FC=1C(=C(C=C2CCN(CC12)C(CCC(C)C)=O)O)N1CC(NS1(=O)=O)=O 5-[8-fluoro-6-hydroxy-2-(4-methylpentanoyl)-1,2,3,4-tetrahydroisoquinolin-7-yl]-1λ6,2,5-thiadiazolidine-1,1,3-trione